dithiaoctane CCCCCCSS